4-[[4-Fluoro-2-(trifluoromethyl)phenyl]amino]-5H,6H,7H,8H-pyrido[3,4-d]pyrimidine-7-carboxylic acid tert-butyl ester C(C)(C)(C)OC(=O)N1CC=2N=CN=C(C2CC1)NC1=C(C=C(C=C1)F)C(F)(F)F